Benzyl-{[3-({5-[3-amino-2,6-dioxo-4-(trifluoromethyl)-3,6-dihydropyrimidin-1(2H)-yl]-2-chloro-4-fluorophenyl}sulfanyl)pyridin-2-yl]oxy}acetat C(C1=CC=CC=C1)C(C(=O)[O-])OC1=NC=CC=C1SC1=C(C=C(C(=C1)N1C(N(C(=CC1=O)C(F)(F)F)N)=O)F)Cl